(1-methyl-1,2,4-triazol-3-yl)methanol CN1N=C(N=C1)CO